5,5'-dithiobis(2-nitrobenzene) [N+](=O)([O-])C1=CC=C(C=C1)SSC=1C=CC(=CC1)[N+](=O)[O-]